glutarimide succinimidyl-succinate C1(CCC(N1C(C(=O)O)CC(=O)O)=O)=O.C1(CCCC(N1)=O)=O